COC=1C=NN(C1)C=1N(C2=CC=C(C=C2C1)N1C(NC2=C(C1=O)C1=C(S2)CCCCC1)=O)C 3-(2-(4-methoxy-1H-pyrazol-1-yl)-1-methyl-1H-indol-5-yl)-1,5,6,7,8,9-hexahydro-2H-cyclohepta[4,5]thieno[2,3-d]pyrimidine-2,4(3H)-dione